FC(C1=NC(=NO1)C1=CC=C(CP(OCC2=CC=CC=C2)(OCC)=O)C=C1)(F)F benzyl ethyl (4-(5-(trifluoromethyl)-1,2,4-oxadiazol-3-yl)benzyl)phosphonate